COC1=CC=C(CN(C2=NC(=NN3C2=NC=C3C(O)C3=CC=C(C=C3)CN3CCCC3)OCCCC)CC3=CC=C(C=C3)OC)C=C1 (4-(bis(4-methoxybenzyl)amino)-2-butoxyimidazo[2,1-f][1,2,4]triazin-7-yl)(4-(pyrrolidin-1-ylmethyl)phenyl)methanol